C(C)N(CC)C[SiH3] diethylaminomethyl-silane